2,7-dibromotriphenylene BrC1=CC=2C3=CC=CC=C3C3=CC(=CC=C3C2C=C1)Br